(2S)-2-[4-bromo-2-(4-butoxy-4,5-dihydroisoxazol-3-yl)phenoxy]-3-cyclobutyl-propionic acid tert-butyl ester C(C)(C)(C)OC([C@H](CC1CCC1)OC1=C(C=C(C=C1)Br)C1=NOCC1OCCCC)=O